O[C@@H](CNC(=O)C1=NC=C(C=C1)N1CCNCC1)C (R)-N-(2-hydroxypropyl)-5-(piperazin-1-yl)pyridinamide